ClC=1C=C(C(=C(C1)CO)I)OCOCC[Si](C)(C)C [5-Chloro-2-iodo-3-(2-trimethylsilylethoxymethoxy)phenyl]methanol